BrC(C(=O)N)C(=O)C1=CC=C(C=C1)OC1=CC=C(C=C1)F 2-bromo-3-(4-(4-fluorophenoxy)phenyl)-3-oxopropanamide